FC(C1=CC=C(C=C1)C1=CN=C(O1)NC=1C=CC(=NC1)N)(F)F N5-(5-(4-(Trifluoromethyl)phenyl)oxazol-2-yl)pyridine-2,5-diamine